2-fluoro-1-(3-fluoro-3-(3-(4-(trifluoromethyl)phenyl)-1H-pyrazolo[3,4-b]pyridin-1-yl)-azetidin-1-yl)prop-2-en-1-one FC(C(=O)N1CC(C1)(N1N=C(C=2C1=NC=CC2)C2=CC=C(C=C2)C(F)(F)F)F)=C